ClC1=NC=NC(=C1C(=O)[O-])C 4-chloro-6-methylpyrimidine-5-carboxylate